N1C(=CC=2C=NC=CC21)CNC(CN2C(=NC=C(C2=O)NC(=O)C2=NOC(=N2)C2=CC=CC=C2)C2=CC=CC=C2)=O (1-(2-(((1H-pyrrolo[3,2-c]pyridin-2-yl)methyl)amino)-2-oxoethyl)-6-oxo-2-phenyl-1,6-dihydropyrimidin-5-yl)-5-phenyl-1,2,4-oxadiazole-3-carboxamide